5-[3-(bromomethyl)-1,2,4-oxadiazol-5-yl]-3-[3-[(tert-butyldiphenylsilyl)oxy]-2,2-dimethylpropyl]-1-ethyl-2-[2-[(1S)-1-methoxyethyl]pyridin-3-yl]indole BrCC1=NOC(=N1)C=1C=C2C(=C(N(C2=CC1)CC)C=1C(=NC=CC1)[C@H](C)OC)CC(CO[Si](C1=CC=CC=C1)(C1=CC=CC=C1)C(C)(C)C)(C)C